ClC1=NC=C2C(N1)=NC=C2C=2SC=CC2 2-chloro-5-(thiophen-2-yl)pyrrolo[2,3-d]pyrimidine